C1(CC1)C1=C(C(=NO1)C1=C(C=NC=C1Cl)Cl)/C=C/C1CC2(CN(C2)C=2C=C3C(=CC=NC3=CC2)OC(C)C)C1 (E)-6-(6-(2-(5-Cyclopropyl-3-(3,5-dichloropyridin-4-yl)isoxazol-4-yl)vinyl)-2-azaspiro[3.3]heptan-2-yl)-4-isopropoxychinolin